CN([C@H](CNC(\C(=C\C1=CC=CC=C1)\C)=O)CC1=CC=C(C=C1)O)C (S,E)-N-(2-(dimethylamino)-3-(4-hydroxyphenyl)propyl)-2-methyl-3-phenylacrylamide